CCO[C@H]1[C@@H](C[C@@](O)(O[C@@H]1COCC)C(CCC)=O)O 4,6-Di-O-(2-Ethyl)Butyryl-2-Deoxy-α-D-Glucopyranose